1-(tert-Butyl)-3-phenyl-1H-pyrazol-4-amine C(C)(C)(C)N1N=C(C(=C1)N)C1=CC=CC=C1